[Na+].[Na+].NC=1C=C(C(=CC1C)C=1C(=CC(=C(C1)C)N)S(=O)(=O)[O-])S(=O)(=O)[O-] 4,4'-diamino-5,5'-dimethyl-2,2'-biphenyl-disulfonic acid disodium salt